Br.BrC1=C(CN)C=CC=C1 2-bromobenzylamine hydrobromide